ClC=1C=C(C(=C(C1)N=CN(C)CC)C)CC1=CC=C(C=C1)OC(F)F N'-(5-chloro-3-(4-(difluoromethoxy)benzyl)-2-methylphenyl)-N-ethyl-N-methylformimidamide